OP(=O)(OP(=O)(O[C@H]1CN[C@@H](C1)C(N[C@@H](C)C1=CC=C(C=C1)C1=C(N=CS1)C)=O)O)OCCNC(OCC1C2=CC=CC=C2C=2C=CC=CC12)=O (9H-fluoren-9-yl)methyl (2-((hydroxy((hydroxy(((3R,5S)-5-(((S)-1-(4-(4-methylthiazol-5-yl)phenyl)ethyl)carbamoyl)pyrrolidin-3-yl)oxy)phosphoryl)oxy)phosphoryl)oxy)ethyl)carbamate